C(C=C)(=O)N1CCN(CC1)C1=C(C(N(C2=NC(=C(C=C12)Cl)C1=C(C(=C(C(=C1F)F)F)Cl)N)C=1C(=NC=CC1C)C(C)C)=O)C#N 4-(4-Acryloylpiperazin-1-yl)-7-(2-amino-3-chloro-4,5,6-trifluorophenyl)-6-chloro-1-(2-isopropyl-4-methylpyridin-3-yl)-2-oxo-1,2-dihydro-1,8-naphthyridine-3-carbonitrile